4-(trifluoromethoxy)benzonitrile FC(OC1=CC=C(C#N)C=C1)(F)F